C(C)(C)(C)C=1OC2(C(N(C(C3=CC=CC=C23)=O)CCC)=O)C2=C(N1)C=CC=C2 2-(tert-Butyl)-2'-propyl-1'H-spiro[benzo[d][1,3]oxazine-4,4'-isoquinoline]-1',3'(2'H)-dione